ClC1=C(C(=CC=C1)Cl)N1CC(C1)C1=C(C=C(CN2CC(C2)(C)CC(=O)O)C=C1C)C.C(C)OCC EthylEther 1-(4-(1-(2,6-dichlorophenyl)azetidin-3-yl)-3,5-dimethylbenzyl)-3-methylazetidin-3-yl-acetate